C(C1=CC=CC=C1)OCC1=NN(C(N1CC)=O)C1=NC=2C(=CN(C(C2C=C1F)=O)C1=C(C=CC(=C1)C)F)C(=C)C 2-(3-((Benzyloxy)methyl)-4-ethyl-5-oxo-4,5-dihydro-1H-1,2,4-triazol-1-yl)-3-fluoro-6-(2-fluoro-5-methylphenyl)-8-(prop-1-en-2-yl)-1,6-naphthyridin-5(6H)-one